COC1=C(C=CC(=C1)OC)S(=O)(=NCC1=CC(=CC=C1)C1=NOC(=N1)C(F)(F)F)C (2,4-dimethoxyphenyl)(methyl)((3-(5-(trifluoromethyl)-1,2,4-oxadiazol-3-yl)benzyl)imino)-λ6-sulfanone